L-ornithine benzoate C(C1=CC=CC=C1)(=O)O.N[C@@H](CCCN)C(=O)O